N-(3-(3-(cyanomethyl)-1-(4-methyl-4H-1,2,4-triazol-3-yl)cyclobutyl)phenyl)-7-hydroxy-7-methyl-4-(((S)-3-methylpiperidin-1-yl)methyl)-6,7-dihydro-5H-cyclopenta[b]pyridine-2-carboxamide C(#N)CC1CC(C1)(C1=NN=CN1C)C=1C=C(C=CC1)NC(=O)C1=CC(=C2C(=N1)C(CC2)(C)O)CN2C[C@H](CCC2)C